1-(3-(4-chloro-3,5-dimethylphenoxy)propyl)-4-((3-chlorobenzyl)(3-cyanophenyl)amino)-1H-pyrrole-2-carboxylic acid ClC1=C(C=C(OCCCN2C(=CC(=C2)N(C2=CC(=CC=C2)C#N)CC2=CC(=CC=C2)Cl)C(=O)O)C=C1C)C